C(CCC)OC(C)NC(CCC)=O N-(1-butoxyethyl)butyramide